3-phenyl-5-((S,3E,5E)-6-phenyl-3,5-hexadien-2-yl)pyridine C1(=CC=CC=C1)C=1C=NC=C(C1)[C@@H](C)\C=C\C=C\C1=CC=CC=C1